FC=1C=C(N(C(=O)C2COC2)C=2SC(=C(N2)C(=O)N[C@H]2C(CC2)(C)C)C)C=C(C1)F 2-[3,5-difluoro-N-(oxetane-3-carbonyl)anilino]-N-[(1R)-2,2-dimethylcyclobutyl]-5-methyl-thiazole-4-carboxamide